hectanethiol C(CCCCCCCCCCCCCCCCCCCCCCCCCCCCCCCCCCCCCCCCCCCCCCCCCCCCCCCCCCCCCCCCCCCCCCCCCCCCCCCCCCCCCCCCCCCCCCCCCCC)S